4H-thiazole S1C=NCC1